(4-((5-chloro-4-((2-(dimethylphosphoryl)phenyl)amino)pyrimidin-2-yl)amino)-3-methoxyphenyl)(morpholino)methanone ClC=1C(=NC(=NC1)NC1=C(C=C(C=C1)C(=O)N1CCOCC1)OC)NC1=C(C=CC=C1)P(=O)(C)C